5-[4-(Cyclopropyloxy)phenyl]-7-{1-[1-(2-fluorophenyl)-1H-1,2,3-triazol-4-yl]ethyl}-7H-pyrrolo[2,3-d]pyrimidin-4-amine C1(CC1)OC1=CC=C(C=C1)C1=CN(C=2N=CN=C(C21)N)C(C)C=2N=NN(C2)C2=C(C=CC=C2)F